COC(=O)[C@@]1(COC2=C(CN1C(=O)C1CCOCC1)C=CC=C2)C=2C=NC=CC2.BrC=2C=CC(=NC2)N2CCN(CC2)C(C)=O 1-(4-(5-bromopyridin-2-yl)piperazin-1-yl)ethan-1-one Methyl-(S)-3-(pyridin-3-yl)-4-(tetrahydro-2H-pyran-4-carbonyl)-2,3,4,5-tetrahydrobenzo[f][1,4]oxazepine-3-carboxylate